2-((((9H-Fluoren-9-yl)methoxy)carbonyl)(methyl)amino)-3-(3-chloro-4-(trifluoromethyl)phenyl)propanoic acid C1=CC=CC=2C3=CC=CC=C3C(C12)COC(=O)N(C(C(=O)O)CC1=CC(=C(C=C1)C(F)(F)F)Cl)C